tert-butyl 1-(1-[[2-(2,6-dioxopiperidin-3-yl)-1,3-dioxoisoindol-4-yl]methyl]piperidin-4-yl)pyrazole-3-carboxylate O=C1NC(CCC1N1C(C2=CC=CC(=C2C1=O)CN1CCC(CC1)N1N=C(C=C1)C(=O)OC(C)(C)C)=O)=O